tert-butyl(6-bromo-8-(4,4-difluoropiperidin-1-yl)-3-methylquinolin-2-yl)(tert-butoxy) carbamate C(N)(OOC(C(C1=NC2=C(C=C(C=C2C=C1C)Br)N1CCC(CC1)(F)F)C(C)(C)C)(C)C)=O